1,2,3-trimethylolhexane C(O)CC(C(CCC)CO)CO